C(=C)C=1C=C2C=NC(=NC2=CC1)N1[C@H]2COC[C@@H]1CC2 (1R,5S)-8-(6-vinyl-quinazolin-2-yl)-3-oxa-8-azabicyclo[3.2.1]octane